tert-butyl 4-[[4,5-dichloro-2-(prop-2-en-1-yloxy)phenyl]([[(S)-2-methylpropane-2-sulfinyl]imino])methyl]-2-methylpiperidine-1-carboxylate ClC1=CC(=C(C=C1Cl)C(C1CC(N(CC1)C(=O)OC(C)(C)C)C)=N[S@@](=O)C(C)(C)C)OCC=C